C12(CCC(CC1)CC2)C2=NNC1=CC=C(C(=C21)Br)[N+](=O)[O-] (bicyclo[2.2.2]octan-1-yl)-4-bromo-5-nitroindazole